CCCCC n-Pentan